C(C=C)(=O)OCC(COC(C=C)=O)C 2-methyl-1,3-propylene glycol diacrylate